1-[6-(2,2-difluoroethoxy)pyridin-3-yl]ethan-1-ol FC(COC1=CC=C(C=N1)C(C)O)F